methyl 2-fluoro-6-(2-(2-(methoxyimino)ethylidene)hydrazinyl)benzoate FC1=C(C(=O)OC)C(=CC=C1)NN=CC=NOC